ClC=1C(=CC(=C(C(=O)N[C@@H]2C[C@H](C2)C(=O)OC)C1)N1CCC(CCC1)(F)F)C(F)(F)F methyl (trans)-3-(5-chloro-2-(4,4-difluoroazepan-1-yl)-4-(trifluoromethyl)benzamido)cyclobutane-1-carboxylate